FC1=CC=2C=3N(C(=NC2C=C1OC)N)N=C(N3)C[C@H](C)S(=O)(=O)C |o1:18| (S or R)-9-fluoro-8-methoxy-2-(2-(methylsulfonyl)propyl)-[1,2,4]triazolo[1,5-c]quinazolin-5-amine